CC1([C@H](C1)C(=O)N1CC2(C1)CNCC2C(=O)OCC)C ethyl 2-((S)-2,2-dimethyl cyclopropane-1-carbonyl)-2,6-diazaspiro[3.4]octane-8-carboxylate